C(C)(C)NC(=O)C1(CCN(CC1)C(=O)OC(C)(C)C)OC tert-butyl 4-(isopropylcarbamoyl)-4-methoxy-piperidine-1-carboxylate